N1CCC(CC1)NC1=CC=C(C=N1)NC1=NC2=C(C=CC=C2C=N1)C1=NC=CC(=C1)NC(C=C)=O N-(2-(2-((6-(piperidin-4-ylamino)pyridin-3-yl)amino)quinazolin-8-yl)pyridin-4-yl)acrylamide